NC1(SC=CC1)C(=O)N 2-aminothiophenecarboxamide